(R)-3-(((6-((4-isopropoxyphenyl)(methyl)amino)-1,2,3,4-tetrahydroisoquinolin-1-yl)methyl)amino)isonicotinic acid C(C)(C)OC1=CC=C(C=C1)N(C=1C=C2CCN[C@H](C2=CC1)CNC1=C(C(=O)O)C=CN=C1)C